FC(OC=1C=C(OCCN(C2(CCOCC2)C(=O)NC2(CC2)C2=CC=C(C(=O)O)C=C2)C)C=CC1)(F)F 4-[1-[[4-[2-(3-Trifluoromethoxyphenoxy)ethyl-methyl-amino]tetrahydropyran-4-carbonyl]amino]cyclopropyl]benzoic acid